5-bromobenzene-1,2,3-triol BrC=1C=C(C(=C(C1)O)O)O